(E)-2-(1-benzoyl-6-(4-hydroxy-3-methoxystyryl)-2-phenyl-2,3-dihydropyridin-4(1H)-ylidene)malononitrile C(C1=CC=CC=C1)(=O)N1C(CC(C=C1\C=C\C1=CC(=C(C=C1)O)OC)=C(C#N)C#N)C1=CC=CC=C1